(2-ethylphenyl)ethanediamide C(C)C1=C(C=CC=C1)NC(C(=O)N)=O